FC=1C=C(C=C2C=CC(=NC12)C1CCC(CC1)C(C)(C)O)C=O 8-fluoro-2-(4-(2-hydroxypropan-2-yl)cyclohexyl)quinoline-6-carbaldehyde